COC1=C(C=CC(=C1)N1CCC(CC1)NC)NC1=NC=C(C(=C1)NC1=C(C(=O)NC)C=CC=C1)C(F)(F)F 2-((2-((2-methoxy-4-(4-(methylamino)piperidin-1-yl)phenyl)amino)-5-(trifluoromethyl)pyridin-4-yl)amino)-N-methylbenzamide